FC(COC1=CC(=NC=N1)CC)(F)F 1-(6-(2,2,2-trifluoroethoxy)pyrimidin-4-yl)ethan